C(C1=CC=CC=C1)N1N=C2C(N(CCC2=C1Cl)[C@@H]1C(N(C2=C(OC1)C=C(C=C2)C#CC(C)(C)OC)C)=O)=O (S)-3-(2-Benzyl-3-chloro-7-oxo-2,4,5,7-tetrahydro-6H-pyrazolo[3,4-c]pyridin-6-yl)-8-(3-methoxy-3-methylbut-1-yn-1-yl)-5-methyl-2,3-dihydrobenzo[b][1,4]oxazepin-4(5H)-one